BrC=1N=C(N(C1Br)C)C1CCC(CC1)C 4,5-Dibromo-1-methyl-2-((1r,4r)-4-methylcyclohexyl)-1H-imidazole